C12(C(=O)CC(CC1)C2(C)C)CS(=O)(=O)O.C[C@H]2NCC2 (2R)-2-methylazetidine camphorsulfonate